alpha-ketoglutaric acid-13C5 O=[13C]([13C](=O)O)[13CH2][13CH2][13C](=O)O